tert-butyl (2-amino-4-methyl-5-(4-(pyrrolidin-1-yl)piperidin-1-yl)phenyl)carbamate NC1=C(C=C(C(=C1)C)N1CCC(CC1)N1CCCC1)NC(OC(C)(C)C)=O